C1(CC1)C(C)NC(=O)C1=CC2=C(CN(C2)C2=NOC(C2)(C(F)(F)F)C2=CC(=C(C(=C2)Cl)F)Cl)S1 N-(1-cyclopropylethyl)-5-(5-(3,5-dichloro-4-fluorophenyl)-5-(trifluoromethyl)-4,5-dihydroisoxazol-3-yl)-5,6-dihydro-4H-thieno[2,3-c]pyrrole-2-carboxamide